C1(=CC=CC=C1)[C@@H]1[C@H](C1)NC(=O)[C@@H]1CN(C[C@H]1C(N[C@@H]1[C@H](C1)C1=CC=CC=C1)=O)C(=O)C1=CC=C(CN2C[C@@H](N(CC2=O)C)C(=O)O)C=C1 (R)-4-(4-((3S,4S)-3,4-bis(((1S,2R)-2-phenylcyclopropyl)carbamoyl)pyrrolidine-1-carbonyl)benzyl)-1-methyl-5-oxopiperazine-2-carboxylic acid